N-(1-(2-(((1H-pyrrolo[3,2-c]pyridin-2-yl)methyl)amino)-2-oxoethyl)-6-oxo-2-phenyl-1,6-dihydropyrimidin-5-yl)-3-fluoro-[1,1'-biphenyl]-4-carboxamide N1C(=CC=2C=NC=CC21)CNC(CN2C(=NC=C(C2=O)NC(=O)C2=C(C=C(C=C2)C2=CC=CC=C2)F)C2=CC=CC=C2)=O